4,7,10,13,16-pentaoxa-nonadecanedioic acid C(CCOCCOCCOCCOCCOCCC(=O)O)(=O)O